CN[C@@H](C)C(=O)O Methyl-Alanine